CS(=O)(=O)C1=CC=C(O1)C(=O)NC1CC2(CN(C2)C(=O)OC(C)(C)C)C1 tert-butyl 6-[(5-methylsulfonylfuran-2-carbonyl)amino]-2-azaspiro[3.3]heptane-2-carboxylate